3,3'-trimethylenebis(5-phenyl-1,2,4-triazole) C1(=CC=CC=C1)C1=NC(=NN1)CCCC1=NNC(=N1)C1=CC=CC=C1